1-[(ethoxycarbonyl)oxy]methyl (2R,3R,4S)-4-(benzo[d][1,3]dioxolan-5-yl)-1-[2-(dibutylamino)-2-oxoethyl]-2-(4-methoxyphenyl)pyrrolidine-3-carboxylate O1COC2=C1C=CC(=C2)[C@@H]2[C@H]([C@@H](N(C2)CC(=O)N(CCCC)CCCC)C2=CC=C(C=C2)OC)C(=O)OCOC(=O)OCC